C(C)(C)(C)OC(=O)N1CCC(CC1)C1=CC=CC(=N1)OCC1=C(C=C(C(=O)O)C=C1)OC 4-(((6-(1-(tert-butoxycarbonyl)piperidine-4-yl)pyridin-2-yl)oxy)methyl)-3-methoxybenzoic acid